OC1=C(C=CC=C1)C=1C(OC2=CC(=CC=C2C1)O)=O 3-(2-hydroxyphenyl)-7-hydroxycoumarin